FC([C@@H](C(C(=O)O)C1=CC=C2C=CN(C2=C1)C)C)(F)F (3R)-4,4,4-Trifluoro-3-methyl-2-(1-methyl-1H-indol-6-yl)butanoic acid